N-(2-Methoxy-5-(4-(trifluoromethyl)phenoxy)phenyl)-1-(1-methyl-5-oxopyrrolidine-2-carbonyl)-5-oxopyrrolidine-2-carboxamide COC1=C(C=C(C=C1)OC1=CC=C(C=C1)C(F)(F)F)NC(=O)C1N(C(CC1)=O)C(=O)C1N(C(CC1)=O)C